COCCS(=O)(=O)N1C2CC(CC1CC2)NC2=NC1=CC=CC=C1C(=N2)NC2=NNC(=C2)C N2-((3-exo)-8-((2-methoxyethyl)sulfonyl)-8-azabicyclo[3.2.1]oct-3-yl)-N4-(5-methyl-1H-pyrazol-3-yl)quinazoline-2,4-diamine